BrC=1C=C2C=CNC(C2=C(C1)F)=O 6-bromo-8-fluoro-1,2-dihydroisoquinolin-1-one